5-chloro-8-hydroxy-4H-1,4-benzoxazin-3-one ClC1=CC=C(C2=C1NC(CO2)=O)O